C(#N)C(C)(C)C1=CC(=NC=C1)C(=O)NC1=CC(=C(C=C1)C)C=1C=NC2=CC(=NC=C2C1)NCC1=CC=C(C=C1)OC 4-(2-cyanopropan-2-yl)-N-(3-(7-((4-methoxybenzyl)amino)-1,6-naphthyridin-3-yl)-4-methylphenyl)picolinamide